FC=1C(=NC=C(C1)O)N1CCN(CC1)C(=O)OC(C)(C)C tert-Butyl 4-(3-fluoro-5-hydroxypyridin-2-yl)piperazine-1-carboxylate